(S)-2-(4-((2,5-dioxoimidazolidin-4-yl)methyl)-1H-1,2,3-triazol-1-yl)acetic acid O=C1NC([C@@H](N1)CC=1N=NN(C1)CC(=O)O)=O